tert-Butyl (R)-(7'-methyl-5'-oxo-5'H,7'H-spiro[cyclopropane-1,8'-pyrano[4,3-b]pyridin]-2'-yl)carbamate C[C@@H]1C2(C3=NC(=CC=C3C(O1)=O)NC(OC(C)(C)C)=O)CC2